7-(dimethoxymethyl)-3,4-dihydro-1,8-naphthyridin-1(2H)-carboxylate COC(C1=CC=C2CCCN(C2=N1)C(=O)[O-])OC